2,4-difluoro-benzylamid FC1=C(C[NH-])C=CC(=C1)F